N1(N=CN=C1)C[C@@]1(C[C@@H](CO1)COC1=C(C=C(C=C1)N1CCN(CC1)C1=CC=C(C(=O)NC2=CC(=C(C=C2)Cl)F)C=C1)C)C1=C(C=C(C=C1)F)F 4-(4-(4-(((3R,5R)-5-((1H-1,2,4-triazol-1-yl)methyl)-5-(2,4-difluorophenyl)tetrahydrofuran-3-yl)methoxy)-3-methylphenyl)piperazin-1-yl)-N-(4-chloro-3-fluorophenyl)benzamide